1-(4-bromophenyl)-4,4,5,5,6,6,7,7,7-nonafluoro-2-phenylheptan-1-one BrC1=CC=C(C=C1)C(C(CC(C(C(C(F)(F)F)(F)F)(F)F)(F)F)C1=CC=CC=C1)=O